CC1=C(C(=O)C2=CC=C(C=C2)C2=CC=CC=C2)C(=CC(=C1)C)C 2,4,6-trimethyl-4'-phenylbenzophenone